1-trimethoxysilylethyl-9-(diethylamino)(trimethoxysilylpropylamino)methylsilylethyl-1,1,3,3,5,5,7,7,9,9-decamethylpentasiloxane CO[Si](C(C)C(C[Si](O[Si](O[Si](O[Si](O[Si](C)(C)N(CC)CC)(C)C)(C)C)(C)C)(C)C)[SiH2]CNCCC[Si](OC)(OC)OC)(OC)OC